FC=1C=C(C#N)C=CC1OCC1=NC(=CC=C1F)OC1CCNCC1 3-fluoro-4-((3-fluoro-6-(piperidin-4-yloxy)pyridin-2-yl)methoxy)benzonitrile